BrC1=CC(=C(C=C1F)N)[N+](=O)[O-] (4-bromo-5-fluoro-2-nitro-phenyl)amine